FC=1C=CC=C2C=C(NC12)C(=O)N(C1=CC=CC=C1)C 7-fluoro-N-methyl-N-phenylindole-2-carboxamide